N1(CCNCC1)C(C(=O)O)C.N1(CCNCC1)C(C(=O)O)C.N1(CCNCC1)C(C(=O)O)C.C(O)C(CC)(CO)CO trimethylolpropane tris(2-piperazinyl propionate)